C(C)(C)C1=C(NC2=CC=C(C=C12)C1CCN(CC1)C1COCCC1)C=1N=C(C(N(C1)C)=O)C 5-(3-isopropyl-5-(1-(tetrahydro-2H-pyran-3-yl)piperidin-4-yl)-1H-indol-2-yl)-1,3-dimethylpyrazin-2(1H)-one